3-2-ethyl-aminopropyl-ethyl-ethoxydiethoxysilane CCC(CCCCO[Si](OCC)(OCC)CC)N